C[C@]12CC[C@@H]([C@@H]1CC[C@@]3([C@@H]2C[C@H]([C@H]4[C@]3(C[C@H]([C@@H]5[C@@]4(CCCC5(C)C)C)O)C)O)CO)C(C)(C)O The molecule is a hopanoid that is hopane substituted by hydroxy groups at positions 6, 11, 22 and 27 respectively (the 6beta,11alpha-stereoisomer). It has been isolated from the mycelium of Conoideocrella tenuis. It has a role as a fungal metabolite. It is a hopanoid, a pentacyclic triterpenoid and a tetrol.